trimethylpenten CC(CCC=C)(C)C